tertiary amyl-methylether C(C)(C)(CC)OC